1'-(6-bromo-1,2,4-triazin-3-yl)-3H-spiro[benzofuran-2,4'-piperidin]-3-amine BrC1=CN=C(N=N1)N1CCC2(CC1)OC1=C(C2N)C=CC=C1